FC1=C(C(=CC=C1)F)C1=CC(=C(N=N1)C(=O)N)NC=1C=C2CCNC2=CC1 6-(2,6-Difluorophenyl)-4-(indoline-5-ylamino)pyridazine-3-carboxamide